4,4'-(2-(4-aminobenzyl)propane-1,3-diyl)dianiline NC1=CC=C(CC(CC2=CC=C(N)C=C2)CC2=CC=C(N)C=C2)C=C1